lanthanum oxide gadolinium [Gd+3].[O-2].[La+3].[O-2].[O-2]